6,8-dibromo-3-cyclohexyl-3,4-dihydro-2(1H)-quinazolinone BrC=1C=C2CN(C(NC2=C(C1)Br)=O)C1CCCCC1